3-(2-(3,4-dimethoxyphenyl)-3-isopropyl-1H-indol-5-yl)benzoic acid COC=1C=C(C=CC1OC)C=1NC2=CC=C(C=C2C1C(C)C)C=1C=C(C(=O)O)C=CC1